C1(CCC1)CN1C(N(CC12CCC(CC2)(C2=CC=CC=C2)NC)C=2C=NC(=NC2)C(F)(F)F)=O 1-(cyclobutyl-methyl)-8-methylamino-8-phenyl-3-[2-(trifluoromethyl)-pyrimidin-5-yl]-1,3-diazaspiro[4.5]decan-2-one